bis(4-cyanatophenoxy)sulfoxide O(C#N)C1=CC=C(OS(=O)OC2=CC=C(C=C2)OC#N)C=C1